cyclohexanol hydrochloride Cl.C1(CCCCC1)O